4-(9-(2,4-difluorophenyl)-2,3-dimethyl-4-oxo-4H-pyrazino[1,2-a]pyrimidin-7-yl)-3,4-dihydro-2H-pyran-6-yl trifluoromethanesulfonate FC(S(=O)(=O)OC1=CC(CCO1)C=1N=C(C=2N(C(C(=C(N2)C)C)=O)C1)C1=C(C=C(C=C1)F)F)(F)F